1,3,5-trihydroxy-mesitylene OC1(CC(CC(C1)(C)O)(C)O)C